NC1=C(C(=O)O)C=CC(=C1)OC1CC1 2-amino-4-cyclopropoxybenzoic acid